5,10,15,20-tetrabromo-(4'-bromophenyl)porphyrin BrC=1C2=CC(=C(N2)C(=C2C=CC(C(=C3C=CC(=C(C=4C=CC1N4)Br)N3)Br)=N2)Br)C2=CC=C(C=C2)Br